S1C2=C(C=C1C(=O)NC=1C=C(C=CC1)NC(=O)C1=CC3=C(OCCO3)C=C1)C=CC=C2 N-(3-(benzo[B]thiophen-2-amido)-phenyl)-2,3-dihydrobenzo[B][1,4]dioxin-6-amide